N-[1-(2-aminoethyl)imidazo[4,5-c]pyridin-6-yl]-5-(3-fluoro-2-pyridinyl)thiazol-2-amine NCCN1C=NC=2C=NC(=CC21)NC=2SC(=CN2)C2=NC=CC=C2F